COC([C@H](CC(=O)N1CCN(CC1)C)C)=O (S)-methyl-4-(4-methylpiperazin-1-yl)-4-oxobutanoic acid methyl ester